Benzenesulfonylcarbamic acid C1(=CC=CC=C1)S(=O)(=O)NC(O)=O